(Z)-5-(2-Hydroxybenzylidene)-isobutyl-thiazolidine-2,4-dione OC1=C(\C=C/2\C(N(C(S2)=O)CC(C)C)=O)C=CC=C1